2-((tert-butoxycarbonyl)amino)-2-(3,4-dichlorophenyl)propanoic acid C(C)(C)(C)OC(=O)NC(C(=O)O)(C)C1=CC(=C(C=C1)Cl)Cl